1,1'-(pentane-1,5-diyl)bis(5-oxopyrrolidine-3-carboxylic acid) C(CCCCN1CC(CC1=O)C(=O)O)N1CC(CC1=O)C(=O)O